(4,4-dimethylcyclohexyl)-2-methoxy-4H-pyrrolo[2,3-d]thiazole-5-carboxamide CC1(CCC(CC1)N1C(=CC2=C1N=C(S2)OC)C(=O)N)C